C(C1=CC=CC=C1)[C@@H]1N(CC2(CC2)C1)C1=NC(=CC(N1)=O)N1CCOCC1 (S)-2-(6-benzyl-5-azaspiro[2.4]heptan-5-yl)-6-morpholinopyrimidin-4(3H)-one